C(CCCCCCCCCCCCCC)(=O)O.ClCC(=O)OCCOC(CCl)=O 1,2-bis(chloroacetoxy)ethane pentadecanoate